FC1=C(C=CC=C1)C=1C(=CN(C1)C)C#N 4-(2-fluorophenyl)-1-methyl-pyrrole-3-carbonitrile